COC1=C(C=C(C=C1)C1(OCCC1)C)S(=O)(=O)N 2-methoxy-5-(2-methyltetrahydrofuran-2-yl)benzenesulfonamide